4-Methacryloyloxybenzoic acid C(C(=C)C)(=O)OC1=CC=C(C(=O)O)C=C1